4-(1-Morpholinocyclopropyl)benzoic acid methyl ester COC(C1=CC=C(C=C1)C1(CC1)N1CCOCC1)=O